C(C)C=1N(C(C2=C(N1)CCNC2)=O)CC2=NOC(=C2)C2=C(C#N)C=C(C(=C2)O)F 2-(3-((2-Ethyl-4-oxo-5,6,7,8-tetrahydropyrido[4,3-d]pyrimidin-3(4H)-yl)methyl)isoxazol-5-yl)-5-fluoro-4-hydroxybenzonitrile